C(C)(=O)C1=NN(C2=CC=C(C=C12)C=1C=NC(=NC1)C)CC(=O)N1C2CC2(C[C@H]1C(=O)NC1=NC(=CC=C1)Br)CN1C(C2=CC=CC=C2C1=O)=O (3S)-2-(2-(3-Acetyl-5-(2-methylpyrimidin-5-yl)-1H-indazol-1-yl)acetyl)-N-(6-bromopyridin-2-yl)-5-((1,3-dioxoisoindolin-2-yl)methyl)-2-azabicyclo[3.1.0]hexane-3-carboxamide